(R)-ethyl 2-(2-(6-(3-(1-aminoethyl)phenoxy)hexyloxy)ethoxy)acetate hydrochloride Cl.N[C@H](C)C=1C=C(OCCCCCCOCCOCC(=O)OCC)C=CC1